C[C@@H](C1=CC=CC=C1)[C@@H](C(=O)[O-])[NH3+] The molecule is an amino acid zwitterion resulting from a transfer of a proton from the carboxy group to the amino group of (2S,3S)-beta-methylphenylalanine; major species at pH 7.3. It is a tautomer of a (2S,3S)-beta-methylphenylalanine.